NC1=C(C=CC(=N1)NC(CNC(OC(C)(C)C)=O)=O)\N=N\C1=C(C=CC=C1)OC(=O)OCC(C)C tert-butyl (E)-(2-((6-amino-5-((2-((isobutoxycarbonyl) oxy)phenyl)diazenyl)pyridin-2-yl)amino)-2-oxoethyl)carbamate